CN1C=CC(C=C1)=C1C=CN(C=C1)C 1,1'-dimethyl-4,4-bipyridyl